NC=1C(=NC(=C(N1)F)C1=CC(=C2CCN(CC2=C1)C)C)C=1C=C2CCNC(C2=CC1)=O 6-(3-amino-6-(2,5-dimethyl-1,2,3,4-tetrahydroisoquinolin-7-yl)-5-fluoropyrazin-2-yl)-3,4-dihydroisoquinolin-1(2H)-one